methyl 5-chloro-1-{[2-(trimethylsilyl) ethoxy] methyl}-2-pyrrolidinecarboxylate ClC1CCC(N1COCC[Si](C)(C)C)C(=O)OC